[Cl-].C=C1CC=C(C=C1)N=NC1=CC=C2N=C3C=CC(=CC3=[N+](C2=C1)C1=CC=CC=C1)N(CC)CC 8-(4-methylenephenyl)diazenyl-N,N-diethyl-10-phenylphenazin-10-ium-2-amine chloride